C(C1=CC=CC=C1)N1CCC(CC1)NC(=O)C1=C(C=C2C=NN(C2=C1)CC(C)C)OC1=CC=C(C=C1)F 5-(4-fluorophenoxy)-1-isobutyl-1H-indazole-6-carboxylic acid (1-benzylpiperidin-4-yl)amide